N(=NC(C#N)(CC(C)C)C)C(C#N)(CC(C)C)C 2,2'-azo-bis-(2,4-dimethylvaleronitrile)